N[C@H]1CS(C2=C(N(C1=O)CC1=CC=C(C=C1)Cl)C=C(C(=C2)F)C=2OC(=NN2)C(CN2C(CCCC2)=O)(C)C)(=O)=O (3R)-3-amino-5-[(4-chlorophenyl)methyl]-7-[5-[1,1-dimethyl-2-(2-oxo-1-piperidyl)ethyl]-1,3,4-oxadiazol-2-yl]-8-fluoro-1,1-dioxo-2,3-dihydro-1lambda6,5-benzothiazepin-4-one